Ethyl-(2R*)-{[4-bromo-1-(2-fluorophenyl)-5-(6-fluoropyridin-3-yl)-1H-pyrazol-3-yl]oxy}(ethoxy)acetat C(C)OC([C@H](OCC)OC1=NN(C(=C1Br)C=1C=NC(=CC1)F)C1=C(C=CC=C1)F)=O |o1:4|